N1=C(C=CC=C1)C=1C=CC(N(N1)CC=1SC=CN1)=O 6-(pyridin-2-yl)-2-(thiazol-2-ylmethyl)pyridazin-3(2H)-one